C1(CC1)C(C(C(=O)NC1=CC=C(C=C1)C=1C(=NNC1C)C)C1=NN=C(N1)C1=NC=CC=C1)C1CC1 3,3-dicyclopropyl-N-[4-(3,5-dimethyl-1H-pyrazol-4-yl)phenyl]-2-[5-(2-pyridyl)-4H-1,2,4-triazol-3-yl]propanamide